O1CCC(=CC1)[B-](F)(F)F.[K+] potassium (3,6-dihydro-2H-pyran-4-yl)trifluoroborate